C12(CC3CC(CC(C1)C3)C2)CN2N=CC(=C2C)C2=C(C=3N(C=C2)C(=CN3)NC3=C(C=NC=C3)C(NC=3SC2=C(N3)C=CC=C2)=O)C(=O)O 7-(1-(adamantan-1-ylmethyl)-5-methyl-1H-pyrazol-4-yl)-3-((3-(benzo[d]thiazol-2-ylcarbamoyl)pyridin-4-yl)amino)imidazo[1,2-a]pyridine-8-carboxylic acid